N1CC(C1)C1=CC=C(C=C1)C=1C2=C(N=C(N1)N1[C@H](CC1)C)CCC2 4-[4-(azetidin-3-yl)phenyl]-2-[(2S)-2-methylazetidin-1-yl]-6,7-dihydro-5H-cyclopenta[d]pyrimidine